[Si](C1=CC=CC=C1)(C1=CC=CC=C1)(C(C)(C)C)C([C@H]([C@@H]([C@H](CO)O)O)O)O 5-(tert-butyldiphenylsilyl)xylitol